5-amino-6-(2-chloro-5-fluorobenzoyl)-1-methyl-1H-indazole-3,7-dicarbonitrile NC=1C=C2C(=NN(C2=C(C1C(C1=C(C=CC(=C1)F)Cl)=O)C#N)C)C#N